NC=1N=C(C(=NC1C=1C=C2CCNC(C2=CC1)=O)C=1C=CC(=C(C#N)C1)OC)F 5-(5-amino-3-fluoro-6-(1-oxo-1,2,3,4-tetrahydroisoquinolin-6-yl)pyrazin-2-yl)-2-methoxybenzonitrile